(S)-4-hydroxy-7-methoxy-6-((tetrahydrofuran-3-yl)oxy)-1H-benzo[c][1,2,6]thiadiazine 2,2-dioxide OC=1C2=C(NS(N1)(=O)=O)C=C(C(=C2)O[C@@H]2COCC2)OC